NC=1C(=C2C=CC=NC2=CC1C(=O)N)C1=C(C(=CC=C1)O)C (M)-6-Amino-5-(3-hydroxy-2-methylphenyl)quinoline-7-carboxamide